trans-4-(2-Hydroxyacetamido)-N-(4-(1-isopropyl-1H-pyrazol-4-yl)pyridin-2-yl)-N-((trans-4-(4-methoxy-3-methylphenyl)cyclohexyl)methyl)-cyclohexanecarboxamide OCC(=O)N[C@@H]1CC[C@H](CC1)C(=O)N(C[C@@H]1CC[C@H](CC1)C1=CC(=C(C=C1)OC)C)C1=NC=CC(=C1)C=1C=NN(C1)C(C)C